C(C)OP(OCC)(=O)CC1CN(CCC1)C1=NC2=C(C(=CC=C2C(=C1)N1C=NC=C1)Cl)Cl (1-(7,8-dichloro-4-(1H-imidazol-1-yl)quinolin-2-yl)piperidin-3-yl)methylphosphonic acid diethyl ester